Methyl (5-(3-fluoro-5-((4-oxo-3,4-dihydrophthalazin-1-yl)methyl)phenyl)-1H-benzoimidazol-2-yl)carbamate FC=1C=C(C=C(C1)CC1=NNC(C2=CC=CC=C12)=O)C1=CC2=C(NC(=N2)NC(OC)=O)C=C1